isopropyl cis-4-cyclohexene-1,2-dicarboxylate [C@@H]1([C@H](CC=CC1)C(=O)[O-])C(=O)OC(C)C